6-chloro-3-(2-cyclopropyl-6-methylphenoxy)-4-pyridazinol ClC1=CC(=C(N=N1)OC1=C(C=CC=C1C)C1CC1)O